methyl-[1-(3-methyl-4-pyridyl)ethyl]amine CNC(C)C1=C(C=NC=C1)C